C[SiH2]CC#CBr 3-methylsilyl-bromopropyne